C(C1=CC=CC=C1)OC1=C(C(=CC(=C1)C)O)C(C)=O 1-(2-Benzyl-oxy-6-hydroxy-4-methyl-phenyl)ethanone